O=C1NC(CCC1N1C(C2=CC=C(C=C2C1=O)C#CCCCCCN1CCN(CC1)C1CCN(CC1)C1=NC=C(C(=O)N2CCC(CC2)CCCCNC(\C=C\C=2C=NC=CC2)=O)C=C1)=O)=O (E)-N-(4-(1-(6-(4-(4-(7-(2-(2,6-dioxopiperidin-3-yl)-1,3-dioxoisoindolin-5-yl)hept-6-yn-1-yl)piperazin-1-yl)piperidin-1-yl)nicotinoyl)piperidin-4-yl)butyl)-3-(pyridin-3-yl)acrylamide